tert-butyl-3-((2R)-2-(1,3-dioxoisoindolin-2-yl)-2-(2,9,9-trimethyl-3,5-dioxa-4-bora-tricyclo[6.1.1.02,6]dec-4-yl)ethyl)-2-methoxybenzoate C(C)(C)(C)OC(C1=C(C(=CC=C1)C[C@@H](B1OC2(C3C(C(CC2O1)C3)(C)C)C)N3C(C1=CC=CC=C1C3=O)=O)OC)=O